Tridecyl Pentatriacontanoate C(CCCCCCCCCCCCCCCCCCCCCCCCCCCCCCCCCC)(=O)OCCCCCCCCCCCCC